N1=CC=C(C=C1)C1(CCC1)NC(=O)C=1C=2C[C@@H]3[C@H](C2N(N1)C1=NC=CN=C1)C3 (1aR,5aR)-2-Pyrazin-2-yl-1a,2,5,5a-tetrahydro-1H-2,3-diaza-cyclopropa[a]pentalene-4-carboxylic acid (1-pyridin-4-yl-cyclobutyl)-amide